C12NCC(CC1N1C(N(CC1)C)=O)C2 1-(2-azabicyclo[2.2.1]heptan-6-yl)-3-methylimidazolin-2-one